N-oxyl-benzamide tert-butyl-5-(7-methyl-[1,2,4]triazolo[1,5-a]pyridin-6-yl)-2-(1,4-dioxaspiro[4.5]dec-8-yl)-4H-pyrrolo[3,2-d]thiazole-4-carboxylate C(C)(C)(C)OC(=O)N1C(=CC=2N=C(SC21)C2CCC1(OCCO1)CC2)C=2C(=CC=1N(C2)N=CN1)C.ONC(C1=CC=CC=C1)=O